C1(CC1)C1=NC2=C(N1C1=CC=C(C=C1)OC)C=CC(=C2)C(=O)OC methyl 2-cyclopropyl-1-(4-methoxyphenyl)-1H-benzo[d]imidazole-5-carboxylate